1-(8-hydroxy-4-methylquinazolin-2-yl)-3-(1-methylpiperidin-4-yl)guanidine OC=1C=CC=C2C(=NC(=NC12)NC(=N)NC1CCN(CC1)C)C